C1(=CC=C(C=C1)C=1C2=C(C(=C(C(=C2C=2C(=C(C(=C(C2C1C1=CC=C(C=C1)C)[B])F)F)F)F)F)F)F)C (9,10-bis(p-tolyl)heptafluorophenanthryl)boron